N-(quinolin-8-yl)quinoline-2-sulfonamide N1=CC=CC2=CC=CC(=C12)NS(=O)(=O)C1=NC2=CC=CC=C2C=C1